octadecanoyl-carnitine hydrochloride Cl.C(CCCCCCCCCCCCCCCCC)(=O)C(O)(C[N+](C)(C)C)CC([O-])=O